BrC=1C=CC(=NC1)N1N=CC(=C1)C(=O)OCC ethyl 1-(5-bromopyridin-2-yl)-1H-pyrazole-4-carboxylate